[4-(5-pent-4-ynyl-benzoimidazol-1-yl)-phenyl]-carbamic acid phenyl ester C1(=CC=CC=C1)OC(NC1=CC=C(C=C1)N1C=NC2=C1C=CC(=C2)CCCC#C)=O